9-mesityl-2,7-dimethyl-10-phenylacridine C1(=C(C(=CC(=C1)C)C)C1C2=CC(=CC=C2N(C=2C=CC(=CC12)C)C1=CC=CC=C1)C)C